[Na].CC(CS(=O)(=O)O)=C 2-methyl-2-propene-1-sulfonic acid sodium